benzyl ((3-(3-(2,3-dichlorophenyl)-1-(tetrahydro-2H-pyran-2-yl)-1H-pyrazolo[3,4-b]pyrazin-6-yl)-7-phenyl-3-azabicyclo[4.1.0]heptan-7-yl)methyl)carbamate ClC1=C(C=CC=C1Cl)C1=NN(C2=NC(=CN=C21)N2CC1C(C1CC2)(C2=CC=CC=C2)CNC(OCC2=CC=CC=C2)=O)C2OCCCC2